N-(5-(((1-(3-chloro-4-(2-chloroethoxy)-5-cyanophenyl)-1H-indol-5-yl)oxy)methyl)pyrimidin-2-yl)methanesulfonamide ClC=1C=C(C=C(C1OCCCl)C#N)N1C=CC2=CC(=CC=C12)OCC=1C=NC(=NC1)NS(=O)(=O)C